3-(1-butenyl)pyridine C(=CCC)C=1C=NC=CC1